N-{[2-chloro-3-(hydroxymethyl)quinolin-7-yl]methyl}-6-cyclopropyl-N-(2-methanesulfonylpyridin-3-yl)pyridine-3-carboxamide ClC1=NC2=CC(=CC=C2C=C1CO)CN(C(=O)C=1C=NC(=CC1)C1CC1)C=1C(=NC=CC1)S(=O)(=O)C